2-{[(2R,7aS)-2-fluoro-hexahydro-1H-pyrrolizin-7a-yl]Methoxy}-6-chloro-7-[8-ethyl-3-(methoxymethoxy)naphthalen-1-yl]8-fluoro-3,4-dihydroquinazolin-4-one F[C@@H]1C[C@@]2(CCCN2C1)COC1=NC2=C(C(=C(C=C2C(N1)=O)Cl)C1=CC(=CC2=CC=CC(=C12)CC)OCOC)F